crotonic acid, (anhydride) C(\C=C\C)(=O)OC(\C=C\C)=O